5-(4-bromotetrahydro-2H-pyran-2-yl)-1-cyclopropylpyridin-2(1H)-one BrC1CC(OCC1)C=1C=CC(N(C1)C1CC1)=O